NC=1C=C(C=CC1)C#CC1=CSC=2N=CN=C(C21)N 5-((3-aminophenyl)ethynyl)thieno[2,3-d]pyrimidin-4-amine